[N+](=O)([O-])C1=CC=C(C=C1)OC([C@@H](NC(=O)OC(C)(C)C)C(C)C)=O (Boc)-L-valine 4-nitrophenyl ester